(3S,8aR)-7-[3-chloro-2-fluoro-6-(tetrazol-1-yl)phenyl]-3-[4-[2-[dideuterio(hydroxy)methyl]-3-fluoro-4-pyridyl]-1H-imidazol-2-yl]-2,3,8,8a-tetrahydro-1H-indolizin-5-one ClC=1C(=C(C(=CC1)N1N=NN=C1)C1=CC(N2[C@@H](CC[C@@H]2C1)C=1NC=C(N1)C1=C(C(=NC=C1)C(O)([2H])[2H])F)=O)F